(R)-N-(2-(4-cyanothiazolidin-3-yl)-2-oxoethyl)-6-(2-methoxyethoxy)quinoline-4-carboxamide C(#N)[C@H]1N(CSC1)C(CNC(=O)C1=CC=NC2=CC=C(C=C12)OCCOC)=O